N-(tert-butyl)benzamide C(C)(C)(C)NC(C1=CC=CC=C1)=O